methyl 2-((5-(2'-chloro-5'-methoxy-6-methyl-(4,4'-bipyridine)-3-carboxamido)-1,3,4-thiadiazol-2-yl)oxy)acetate ClC1=NC=C(C(=C1)C1=C(C=NC(=C1)C)C(=O)NC1=NN=C(S1)OCC(=O)OC)OC